4-(Tert-butyl)-9,10-bis[2-carboxy(4-cyclohexenyl)]carbonyloxyanthracene C(C)(C)(C)C1=CC=CC2=C(C3=CC=CC=C3C(=C12)OC(=O)C1C(CC=CC1)C(=O)O)OC(=O)C1C(CC=CC1)C(=O)O